2-morpholinopropanamide O1CCN(CC1)C(C(=O)N)C